C1(CC1)N1C(=NC2=C1C=C(C(=C2)F)F)N2C=NC1=C2C=C(C=C1)NS(=O)(=O)C N-(1'-Cyclopropyl-5',6'-difluoro-1'H-[1,2'-bibenzo[d]imidazol]-6-yl)methanesulfonamide